3-(2,6-difluoro-3,5-dimethoxyphenyl)-7-(1,3-dimethyl-1H-pyrazol-4-yl)-1-((5-methylisoxazol-3-yl)methyl)-3,4-dihydropyrido[4,3-d]pyrimidin-2(1H)-one FC1=C(C(=C(C=C1OC)OC)F)N1C(N(C2=C(C1)C=NC(=C2)C=2C(=NN(C2)C)C)CC2=NOC(=C2)C)=O